ethyl (4s,4's)-2-amino-7-bromospiro[chromeno[4,3-d]thiazole-4,1'-cyclohexane]-4'-carboxylate NC=1SC2=C(N1)C=1C=CC(=CC1OC21CCC(CC1)C(=O)OCC)Br